N1(CCCCC1)S(=O)(=O)C=1C=C2C=CN(C2=CC1)C(C(=O)NCC1=CC=C(NCCNC(OC(C)(C)C)=O)C=C1)C tert-butyl N-[2-[4-[[2-[5-(1-piperidylsulfonyl)indol-1-yl]propanoylamino]methyl]anilino]ethyl]carbamate